tert-butyl 2-methyl-3-oxo-1-oxa-4,9-diazaspiro[5.5]undecane-9-carboxylate CC1OC2(CNC1=O)CCN(CC2)C(=O)OC(C)(C)C